(3R,5'S)-1'-((S)-4-methyl-2-((R)-1-methyl-3-oxoisoindolin-2-yl)pentanoyl)-2-oxospiro[indoline-3,3'-pyrrolidine]-5'-carbonitrile CC(C[C@@H](C(=O)N1C[C@]2(C[C@H]1C#N)C(NC1=CC=CC=C12)=O)N1[C@@H](C2=CC=CC=C2C1=O)C)C